BrC=1C=C(C=CC1)\C(\C)=N/S(=O)C(C)(C)C (Z)-N-(1-(3-bromophenyl)ethylidene)-2-methylpropane-2-sulfinamide